1-(pyridin-3-yl)cyclopropane-carboximidamide N1=CC(=CC=C1)C1(CC1)C(N)=N